3-(1,3-benzodioxol-4-yl)-8-dimethylamino-8-phenyl-1,3-diazaspiro[4.5]decan-2-one O1COC2=C1C=CC=C2N2C(NC1(C2)CCC(CC1)(C1=CC=CC=C1)N(C)C)=O